N1(C=NC=C1)CCOC1=C(C=C2CCN(CC2=C1)CCC1=CC=C(C=C1)N1N=C(N=N1)C1=C(C=C(C(=C1)OC)OC)NC(=O)C=1OC2=CC=CC=C2C(C1)=O)OC N-(2-(2-(4-(2-(7-(2-(1H-Imidazol-1-yl)ethoxy)-6-methoxy-3,4-dihydroisoquinolin-2(1H)-yl)ethyl)phenyl)-2H-tetrazol-5-yl)-4,5-dimethoxyphenyl)-4-oxo-4H-chromene-2-carboxamide